C(CCCCCCCCCCCCCCCCCCCCCC)(=O)OCCCCCCCC\C=C\CCCCCCCC elaidyl tricosylate